C([O-])[O-].[K+].[K+] potassium carbonite